[(3R)-4-[4-[6-amino-4-(difluoromethyl)-3-pyridyl]-6-[(3R)-3-methylmorpholin-4-yl]-1,3,5-triazin-2-yl]morpholin-3-yl]methanol NC1=CC(=C(C=N1)C1=NC(=NC(=N1)N1[C@@H](COCC1)C)N1[C@@H](COCC1)CO)C(F)F